Cl.C1NCCC12CCCCC2 2-azaspiro[4.5]decane hydrochloride